C(C)(=O)OC1=CC=C(OC1=O)C(=O)O 5-acetoxy-6-oxo-6H-pyran-2-carboxylic acid